C1(CC1)C1=C(C(=NO1)C1=NN(C2=NC=NC(=C21)N)C2(COC2)C)C2=NC=C(C=N2)C2CCNCC2 3-(5-cyclopropyl-4-(5-(piperidin-4-yl)pyrimidin-2-yl)isoxazol-3-yl)-1-(3-methyloxetan-3-yl)-1H-pyrazolo[3,4-d]pyrimidin-4-amine